[N+](=O)([O-])C1=CC=C(C[C@H](N)C(=O)O)C=C1 4-nitrophenylalanine